4-(1-(trans-4-ethoxycyclohexyl)-1H-pyrazol-4-yl)-7-isopropoxy-1-(((S)-5-oxopyrrolidin-2-yl)methoxy)isoquinoline-6-carboxamide C(C)O[C@@H]1CC[C@H](CC1)N1N=CC(=C1)C1=CN=C(C2=CC(=C(C=C12)C(=O)N)OC(C)C)OC[C@H]1NC(CC1)=O